BrC=1C=C(C=C(C1)Cl)[C@@H]1N(CC[C@@](C1)(C)O)C(=O)OC(C)(C)C tert-butyl (2R,4R)-2-(3-bromo-5-chlorophenyl)-4-hydroxy-4-methylpiperidine-1-carboxylate